FC1(CCC(CC1)NC=1SC(=CN1)CNC(=O)C1=CC2=C(N(C(N2)=O)C)C=C1)F N-((2-((4,4-difluorocyclohexyl)amino)thiazol-5-yl)methyl)-1-methyl-2-oxo-2,3-dihydro-1H-benzimidazole-5-carboxamide